FC1=C(CNC2=CC=C(C(C(=O)O)=C2)O)C(=C(C(=C1F)F)F)F 5-(2,3,4,5,6-pentafluorobenzyl)aminosalicylic acid